C1CC=CC=2OC3=C(C=CC21)C=CC=C3 dihydrodibenzo[b,f]oxepine